N[C@H](CC1=C(C2=C(N=C(N=C2NCC=2SC=CN2)Cl)N1)F)CC 6-[(2S)-2-aminobutyl]-2-chloro-5-fluoro-N-[(1,3-thiazol-2-yl)methyl]-7H-pyrrolo[2,3-d]pyrimidin-4-amine